(4-(dimethylamino)phenyl)-5-hydroxy-2-methyl-4-(piperidin-1-ylmethyl)-1H-indole-3-carboxylic acid ethyl ester C(C)OC(=O)C1=C(N(C2=CC=C(C(=C12)CN1CCCCC1)O)C1=CC=C(C=C1)N(C)C)C